CN1C=NC(=C1)/C=C/C(=O)OCC1=CC=CC=C1 benzyl (2E)-3-(1-methylimidazol-4-yl)prop-2-enoate